(S)-N-(1-((4-Chlorobenzyl)amino)-5-(2-fluoroacetimidamido)-1-oxopentan-2-yl)-2,6-dimethoxybenzamide ClC1=CC=C(CNC([C@H](CCCNC(CF)=N)NC(C2=C(C=CC=C2OC)OC)=O)=O)C=C1